BrC=1C=C(C=CC1C)NC(CC(C)C)=O N-(3-bromo-4-methyl-phenyl)-3-methyl-butyramide